(R)-3-(5-amino-1,3,4-thiadiazol-2-ylthio)-2-hydroxy-5,7-dimethoxy-3,4-dihydro-2H-benzo[e][1,2]oxaborinine-8-carboxylic acid NC1=NN=C(S1)S[C@@H]1B(OC2=C(C1)C(=CC(=C2C(=O)O)OC)OC)O